C(=C)[Si](O[Si](C=C)(CC)CC)(CC)CC 1,3-divinyltetraethyldisiloxane